N-(4-bromo-2-iodophenyl)-2-(3-(trifluoromethyl)phenyl)acetamide BrC1=CC(=C(C=C1)NC(CC1=CC(=CC=C1)C(F)(F)F)=O)I